C(#C)C1(CCOCC1)N1C2=NC=NC=C2N(C1=O)C([2H])([2H])[2H] 9-(4-ethynyl-tetrahydro-2H-pyran-4-yl)-7-(methyl-d3)-7,9-dihydro-8H-purin-8-one